NC1=C(C(C(=O)O)=CC=C1)C(=O)O L-3-aminophthalic acid